2-[4-cyclopropyl-6-(fluoromethoxy)pyrimidin-5-yl]-7-[[4-[1-methyl-4-(trifluoromethyl)imidazol-2-yl]phenyl]methyl]-5H-pyrrolo[3,2-d]pyrimidine C1(CC1)C1=NC=NC(=C1C=1N=CC2=C(N1)C(=CN2)CC2=CC=C(C=C2)C=2N(C=C(N2)C(F)(F)F)C)OCF